(1R)-2-methyl-propane-2-sulfinic acid 4-fluoro-benzylideneamide FC1=CC=C(C=NS(=O)C(C)(C)C)C=C1